C(C)(=O)OC=1C[C@@H]2C[C@@H]3CC4=C(C=CC(=C4C(C3=C([C@@]2(C(C1C(N)=O)=O)O)O)=O)OC(C)=O)N(C)C (4aS,11aR,12aS)-7-Acetoxy-3-carbamoyl-10-(dimethylamino)-4a,5-dihydroxy-4,6-dioxo-1,4a,11,11a,12,12a-hexahydro-2-naphthacenyl acetate